CN1CC(C1)(C)[C@@](C=1C=NC=C(C(=N)N)C1)(C1=CC=C(C=C1)C(C)C)O 5-[(R)-(1,3-Dimethyl-azetidin-3-yl)-hydroxy-(4-isopropyl-phenyl)-methyl]-nicotinamidine